ClC=1N=CC=2C=C3C(=C(C2C1)S(=O)(=O)Cl)CN(C3)C(C(F)(F)F)=O 7-chloro-2-(2,2,2-trifluoroacetyl)-1,3-dihydropyrrolo[3,4-g]Isoquinoline-9-sulfonyl chloride